tert-butyl 6-((2-(4-(methylcarbamoyl)phenyl)benzo[d]imidazo[2,1-b]thiazole-7-carboxamido)methyl)-2-azaspiro[3.3]heptane-2-carboxylate CNC(=O)C1=CC=C(C=C1)C=1N=C2SC3=C(N2C1)C=CC(=C3)C(=O)NCC3CC1(CN(C1)C(=O)OC(C)(C)C)C3